COC=1C=C(C(=NC1)C)C=O (5-methoxy-2-methyl-3-pyridyl)methanone